2-((2-(2,6-dioxopiperidin-3-yl)-1-oxoisoindolin-5-yl)thio)acetamide 2-(diethylamino)ethyl-3-(1-(N-methyl-3,5-bis(trifluoromethyl)benzamido)ethyl)Pyrazine-2-carboxylate C(C)N(CCOC(=O)C1=NC=CN=C1C(C)N(C(C1=CC(=CC(=C1)C(F)(F)F)C(F)(F)F)=O)C)CC.O=C1NC(CCC1N1C(C2=CC=C(C=C2C1)SCC(=O)N)=O)=O